BrCCCCCCO[Si](OC(CCCCCCC\C=C/CCCCCCCC)OC=1C(=C2CCC(OC2=C(C1C)C)(CC\C=C(\CC\C=C(\CCC=C(C)C)/C)/C)C)C)(C)C ((6-bromohexyl)oxy)dimethyl(((Z)-1-((2,5,7,8-tetramethyl-2-((3E,7E)-4,8,12-trimethyltrideca-3,7,11-trien-1-yl)chroman-6-yl)oxy)octadec-9-en-1-yl)oxy)silane